I.FC1=C(C(=N)SC)C=C(C=C1)OC=1C(=C2C=CNC2=C(C1F)F)F Methyl 2-fluoro-5-((4,6,7-trifluoro-1H-indol-5-yl)oxy)benzimidothioate hydroiodide